C(C)OCCOCCN 2-[2-ethoxyethoxy]ethylamine